2-{3-[(3r,5s)-3,5-dimethylpiperazin-1-yl]-1,2,4-triazin-6-yl}-5-(5-methylfuro[3,2-b]pyridin-2-yl)phenol dihydrochloride Cl.Cl.C[C@@H]1CN(C[C@@H](N1)C)C=1N=NC(=CN1)C1=C(C=C(C=C1)C1=CC2=NC(=CC=C2O1)C)O